1-(6-(5-((4-(cyclopropylmethyl)-1H-1,2,3-triazol-1-yl) methyl)-1H-1,2,3-triazol-4-yl)-2-(difluoromethyl) pyridin-3-yl) acetate C(C)(=O)OC=1C(=NC(=CC1)C=1N=NNC1CN1N=NC(=C1)CC1CC1)C(F)F